tert-butyl N-[5,5,7-trifluoro-8-[(morpholine-4-carbonylamino)carbamoyl]-2-oxo-1-[[4-(trifluoromethoxy)phenyl]methyl]-3,4-dihydro-1-benzazepin-3-yl]carbamate FC1(CC(C(N(C2=C1C=C(C(=C2)C(NNC(=O)N2CCOCC2)=O)F)CC2=CC=C(C=C2)OC(F)(F)F)=O)NC(OC(C)(C)C)=O)F